4,5-dimethylnaphthalene CC1=CC=CC2=CC=CC(=C12)C